[2-(2-chlorophenyl)-4,4-dimethyl-1-piperidyl]-(5,5-difluoro-2,7-diazaspiro[3.5]nonan-7-yl)methanone ClC1=C(C=CC=C1)C1N(CCC(C1)(C)C)C(=O)N1CC(C2(CNC2)CC1)(F)F